C12N(CC(NC1)CC2)C=2C1=C(N=C(N2)OC([2H])([2H])[C@H]2N(CCC2)C)C(=C(N=C1)C1=CC(=CC2=CC=C(C(=C12)F)F)O)F 4-(4-(2,5-Diazabicyclo[2.2.2]octan-2-yl)-8-fluoro-2-(((S)-1-methylpyrrolidin-2-yl)methoxy-d2)pyrido[4,3-d]pyrimidin-7-yl)-5,6-difluoronaphthalen-2-ol